CC1(O[C@H]2[C@@H](O1)[C@@H](C[C@@H]2CO)N2C=C(C1=C2N=CN=C1)C=1SC=CC1)C [(3aR,4R,6R,6aS)-2,2-dimethyl-6-[5-(thiophen-2-yl)pyrrolo[2,3-d]pyrimidin-7-yl]-tetrahydro-3aH-cyclopenta[d][1,3]dioxol-4-yl]methanol